NC(CC=1C=CC(=NC1)C(=O)O)C(=O)O 5-(2-amino-2-carboxyethyl)picolinic acid